[Si](C)(C)(C(C)(C)C)OC1C(C2=C(C=NC=3N2N=C(C3)Cl)N(C1)C(=O)OC(C)(C)C)(C)C tert-butyl 8-((tert-butyldimethylsilyl)oxy)-2-chloro-9,9-dimethyl-8,9-dihydropyrazolo[1,5-a]pyrido[2,3-e]pyrimidine-6(7H)-carboxylate